C(C)OC(C[C@@H](C=1C=C(C=C(C1F)C)C1=C(C=CC=C1C(F)(F)F)OC)NC(=O)OC(C)(C)C)=O.C(C)OC(C=C)=O.C(CCCCC)C1C(=O)NC(CC1)=O hexyl-glutarimide ethyl-acrylate (S)-ethyl-3-(tert-butoxycarbonylamino)-3-(4-fluoro-2'-methoxy-5-methyl-6'-(trifluoromethyl)biphenyl-3-yl)propanoate